N1C(CC2=C1N=CC=C2B(O)O)=O 1,3-DIHYDRO-2H-PYRROLO[2,3-B]PYRIDIN-2-ONE-4-BORONIC ACID